C(C)[C@@H]1CC2[C@@H]3C1N(CCC1=C3NC3=CC=C(C=C13)OC)C2 (3R,4S,11bR)-3-ethyl-8-methoxy-1,2,3,3a,5,6,11,11b-octahydro-1,4-methanocyclopenta[2,3]azepino[4,5-b]indole